ClC1=CC=C(C(=N1)C=1C=NN(C1)C)NC(C)C=1C=2C3=C(N(C(C2C=C(C1)C)=O)C)N(N=C3)CCN3CCOCC3 9-[1-[[6-chloro-2-(1-methylpyrazol-4-yl)-3-pyridyl]amino]ethyl]-4,7-dimethyl-3-(2-morpholinoethyl)pyrazolo[3,4-c]isoquinolin-5-one